N[C@H]1C[C@H](CC1)C(=O)N1CCN(CC1)C(=O)C1=C(C=C(C=C1)NC=1C=2N(C=CN1)C(=CN2)C=2C(=NN(C2)CC#N)C(F)(F)F)F 2-(4-(8-((4-(4-((1S,3R)-3-aminocyclopentane-1-carbonyl)piperazine-1-carbonyl)-3-fluorophenyl)amino)imidazo[1,2-a]pyrazin-3-yl)-3-(trifluoromethyl)-1H-pyrazol-1-yl)acetonitrile